FC=1C=C(C=C(C1)F)[C@H]1N(CCC(C1)=O)C(=O)OC(C)(C)C (S)-tert-butyl 2-(3,5-difluorophenyl)-4-oxopiperidine-1-carboxylate